C1(CC1)C1=CC(=CC(=N1)N1C(C2=C3C(C(=CC=C13)F)=CC(=C2)CNCCOC)=O)C(C(F)(F)F)(C2=NN=CN2C)F 1-(6-cyclopropyl-4-(1,2,2,2-tetrafluoro-1-(4-methyl-4H-1,2,4-triazol-3-yl)ethyl)pyridin-2-yl)-6-fluoro-4-(((2-methoxyethyl)amino)methyl)benzo[cd]indol-2(1H)-one